ClCC1(CC=C(C=C1)CCl)C1=CC=CC=C1 1,4-bis(chloromethyl)-1,1'-biphenyl